((2S,5R)-4-propenoyl-2,5-dimethylpiperazin-1-yl)-7-(6-amino-3-chloro-2-fluorophenyl)-6-chloro-1-(2-isopropyl-4-(methylthio)pyridin-3-yl)pyrido[2,3-d]pyrimidin-2(1H)-one C(C=C)(=O)N1C[C@@H](N(C[C@H]1C)C=1C2=C(N(C(N1)=O)C=1C(=NC=CC1SC)C(C)C)N=C(C(=C2)Cl)C2=C(C(=CC=C2N)Cl)F)C